C1(CC1)CN(C)CC=1OC2=C(C1)C=CC=C2 (((cyclopropylmethyl)(methyl)amino)methyl)benzofuran